C1(=CC=CC=C1)C(=C1OC2=C(C1P(C1=CC=CC=C1)(C1=CC=CC=C1)=O)C=CC(=C2)OC)C2=CC=CC=C2 (2-(diphenylmethylene)-6-methoxy-2,3-dihydrobenzofuran-3-yl)diphenyl-phosphine oxide